(2R,3S,5R)-2-((hydroxy(methoxy)phosphoryl)methoxy)-5-(5-methyl-2,4-dioxo-3,4-dihydropyrimidin-1(2H)-yl)tetrahydrofuran-3-yl benzoate C(C1=CC=CC=C1)(=O)O[C@@H]1[C@H](O[C@H](C1)N1C(NC(C(=C1)C)=O)=O)OCP(=O)(OC)O